ClC1=C(C=CC(=C1)C(F)(F)F)N(C(=O)NC(C)C1=NC=NN1C1=NC=CC=N1)C 1-{2-chloro-4-(trifluoromethyl)phenyl}-1-methyl-3-[1-{1-(pyrimidin-2-yl)-1H-1,2,4-triazol-5-yl}ethyl]urea